F[C@H]1[C@H](C2=C(C(=CC(=C2C1)[C@H]1CC[C@@H](C=2C=C(C=C(C12)C#N)F)F)F)S(=O)(=O)C)O (5S,8R)-8-[(1S,2R)-2,6-difluoro-1-hydroxy-7-methylsulfonyl-2,3-dihydro-1H-inden-4-yl]-3,5-difluoro-5,6,7,8-tetrahydronaphthalene-1-carbonitrile